C(C)(C)(C)OC(N[C@@H](C)C1=NNC=C1)=O N-[(1S)-1-(1H-pyrazol-3-yl)ethyl]Carbamic acid tert-butyl ester